ethyl 2-(4-{acetyl [(1-hydroxycyclobutyl) methyl] amino} piperidin-1-yl)-6-azaspiro[3.4]octane-6-carboxylate C(C)(=O)N(C1CCN(CC1)C1CC2(C1)CN(CC2)C(=O)OCC)CC2(CCC2)O